1-[4-(3-fluorophenoxy)-6-(trifluoromethyl)pyrimidin-2-yl]Piperidin-4-ol FC=1C=C(OC2=NC(=NC(=C2)C(F)(F)F)N2CCC(CC2)O)C=CC1